Cl.CO[C@H]1C2=C([C@@H](NC1)C)SC=N2 trans-7-methoxy-4-methyl-4,5,6,7-tetrahydrothiazolo[5,4-c]pyridine hydrochloride